[Si](C1=CC=CC=C1)(C1=CC=CC=C1)(C(C)(C)C)O[C@@H]1CC(N(C1)C(=O)OC(C)(C)C)(C(=O)OC)CCCCl O1-tert-butyl O2-methyl (4R)-4-[tert-butyl(diphenyl) silyl]oxy-2-(3-chloropropyl)pyrrolidine-1,2-dicarboxylate